(2S,4S)-4-[3-[2-[4-aminobutyl(methyl)carbamoyl]-1H-indol-4-yl]phenoxy]-1-tert-butoxycarbonyl-pyrrolidine-2-carboxylic acid NCCCCN(C(=O)C=1NC2=CC=CC(=C2C1)C=1C=C(O[C@H]2C[C@H](N(C2)C(=O)OC(C)(C)C)C(=O)O)C=CC1)C